(S)-N-((1R,2R)-1-(2,3-dihydrobenzo[b][1,4]dioxin-6-yl)-1-hydroxy-3-(pyrrolidin-1-yl)propan-2-yl)-1-(quinoxalin-6-yl)pyrrolidine-3-carboxamide O1C2=C(OCC1)C=C(C=C2)[C@H]([C@@H](CN2CCCC2)NC(=O)[C@@H]2CN(CC2)C=2C=C1N=CC=NC1=CC2)O